COC1=NC=CC=C1CO (2-Methoxypyridin-3-yl)methanol